ClC=1C=C2C(=NC=NC2=C(C1C1=CC(=CC2=CC=CC=C12)O)OC)N1CCN(CC1)C(C=C)=O 1-(4-(6-chloro-7-(3-hydroxy-naphthalen-1-yl)-8-methoxy-quinazolin-4-yl)piperazin-1-yl)prop-2-en-1-one